N1-(4-chloro-2-fluorophenyl)-5-fluoro-2-methylbenzene-1,3-diamine ClC1=CC(=C(C=C1)NC1=C(C(=CC(=C1)F)N)C)F